(tert-butylamino)-2-((1r,4r)-4-cyclopropoxycyclohexylamino)pyrimidine-5-carboxamide C(C)(C)(C)NC1=NC(=NC=C1C(=O)N)NC1CCC(CC1)OC1CC1